α-cyano-4-methacryloyloxycinnamic acid C(#N)C(C(=O)O)=CC1=CC=C(C=C1)OC(C(=C)C)=O